COC1=CC=C(COCSC)C=C1 (((4-methoxybenzyl)oxy)methyl)(methyl)sulfane